(1S,3S,5S)-5-methyl-2-azabicyclo[3.1.0]Hexane-3-carboxylic acid methyl ester hydrochloride Cl.COC(=O)[C@H]1N[C@H]2C[C@]2(C1)C